C(#N)[C@H]1N(CCC1)C(CN1C[C@H](CC1)NC(=O)C1=NC=CC2=CC=CC=C12)=O N-((S)-1-(2-((S)-2-Cyanopyrrolidin-1-yl)-2-oxoethyl)pyrrolidin-3-yl)isochinolin-1-carboxamid